1-(2,6-dioxopiperidin-3-yl)-2-oxo-N-(2,2,2-trifluoro-1-phenylethyl)-1,2-dihydrobenzo[cd]indole-5-carboxamide O=C1NC(CCC1N1C(C2=C3C(C=CC=C13)=C(C=C2)C(=O)NC(C(F)(F)F)C2=CC=CC=C2)=O)=O